(E)-(2-(CHLORoMETHYL)-3-FLUORoALLYL)-CARBAMAT ClC\C(\CNC([O-])=O)=C\F